COC(COCCN1CCN(CC1)C(=O)OC(C)(C)C)=O tert-butyl 4-(2-(2-methoxy-2-oxoethoxy)ethyl)piperazine-1-carboxylate